O.O.C(C1=CC=CC=C1)=CC(=O)C=CC1=CC=CC=C1.C(C1=CC=CC=C1)=CC(=O)C=CC1=CC=CC=C1.C(C1=CC=CC=C1)=CC(=O)C=CC1=CC=CC=C1 tris(dibenzylideneacetone) dihydrate